O1C=NC2=C1C=CC(=C2)B(O)O 1,3-BENZOXAZOLE-5-BORONIC ACID